N-[5-cyclopropyl-4-[4-(1-methyl-4-piperidyl)phenoxy]-6-(o-tolyl)pyrimidin-2-yl]-1-methyl-pyrazole-4-sulfonamide C1(CC1)C=1C(=NC(=NC1C1=C(C=CC=C1)C)NS(=O)(=O)C=1C=NN(C1)C)OC1=CC=C(C=C1)C1CCN(CC1)C